Benzyl ((4-(((tert-butoxycarbonyl)amino)methyl)-3-methylbenzofuran-2-yl)methyl)(methyl)carbamate C(C)(C)(C)OC(=O)NCC1=CC=CC2=C1C(=C(O2)CN(C(OCC2=CC=CC=C2)=O)C)C